ClC1=C(C(=CC=C1Cl)F)[C@]1(CN(CC1)C(C=C)=O)NC1=CC=C2C(=CN(C(C2=C1)=O)C)F 7-{[(3R)-3-(2,3-Dichloro-6-fluorophenyl)-1-(prop-2-enoyl)pyrrolidin-3-yl]amino}-4-fluoro-2-methylisoquinolin-1-one